FC1=C(COC2=CC=3C[C@@H]4[C@H](C3C=C2)[C@H]4C(=O)O)C=C(C=C1)C=1C(=NC(=NC1)OCCCS(=O)(=O)C)C(F)(F)F (1S,1aS,6aR)-4-((2-fluoro-5-(2-(3-(methylsulfonyl)propoxy)-4-(trifluoromethyl)pyrimidin-5-yl)benzyl)oxy)-1,1a,6,6a-tetrahydrocyclopropa[a]indene-1-carboxylic acid